N1=CN=C(C=C1)C1=C(C(=O)N2CCC(CC2)(C#N)CC=2C=NC(=CC2)C(F)(F)F)C=CC=N1 1-(2-(pyrimidin-4-yl)nicotinoyl)-4-((6-(trifluoromethyl)pyridin-3-yl)methyl)piperidine-4-carbonitrile